6-(1,3-dioxolan-2-yl)pyridinaldehyde O1C(OCC1)C1=CC=CC(=N1)C=O